((2S,5R)-3-(3-fluoro-1H-indol-7-yl)-1,5-dimethyl-1,2,5,6-tetrahydropyridin-2-yl)methanol FC1=CNC2=C(C=CC=C12)C=1[C@H](N(C[C@@H](C1)C)C)CO